ethyl 5-((2-ethyl-3,4-difluorophenyl)amino)-2-(trifluoro-methyl)isonicotinate C(C)C1=C(C=CC(=C1F)F)NC1=CN=C(C=C1C(=O)OCC)C(F)(F)F